FC1=C(C=C(C=C1)C1=NC=NN1C=1C=CC=2N(C1)C(=CN2)C=2C=CC(=NC2)NC(OC)=O)OC methyl N-[5-[6-[5-(4-fluoro-3-methoxy-phenyl)-1,2,4-triazol-1-yl]imidazo[1,2-a]pyridin-3-yl]-2-pyridyl]carbamate